N1N=NC=2CN(CCC21)C(=O)C=2C=C1CCN(CC1=CC2)C(=O)OC(C)(C)C tert-Butyl 6-(1,4,6,7-tetrahydrotriazolo[4,5-c]pyridine-5-carbonyl)-3,4-dihydro-1H-isoquinoline-2-carboxylate